2-(4-cyclopropyl-2,6-dimethyl-phenyl)-6-methyl-5-morpholino-triazolo[4,5-d]pyrimidin-7-one C1(CC1)C1=CC(=C(C(=C1)C)N1N=C2C(N=C(N(C2=O)C)N2CCOCC2)=N1)C